COC[C@@H](C)OC1=CC=C(CC2NCCCCC2)C=C1 2-(4-(((R)-1-methoxypropan-2-yl)oxy)benzyl)azepane